(S)-6-(3-amino-5-fluoro-6-(3-((2-methylpyrrolidin-1-yl)methyl)-4-(tetrahydro-2H-pyran-4-yl)phenyl)pyrazin-2-yl)-4,4-difluoro-3,4-dihydroisoquinolin-1(2H)-one NC=1C(=NC(=C(N1)F)C1=CC(=C(C=C1)C1CCOCC1)CN1[C@H](CCC1)C)C=1C=C2C(CNC(C2=CC1)=O)(F)F